((1-(3-nitrobenzyl)-1H-1,2,3-triazol-4-yl)methyl)cinnamamide [N+](=O)([O-])C=1C=C(CN2N=NC(=C2)CC(C(=O)N)=CC2=CC=CC=C2)C=CC1